(benzo[d]thiazol-5-yl)-4-(fluoromethylene)piperidine-1-carboxylic acid benzyl ester C(C1=CC=CC=C1)OC(=O)N1C(CC(CC1)=CF)C=1C=CC2=C(N=CS2)C1